tert-butyl 5-cyano-4-fluoroisoindoline-2-carboxylate C(#N)C=1C(=C2CN(CC2=CC1)C(=O)OC(C)(C)C)F